4-amino-6-(2,4-dimethoxybenzylamino)nicotinic acid ethyl ester C(C)OC(C1=CN=C(C=C1N)NCC1=C(C=C(C=C1)OC)OC)=O